(2S)-2-({2-[2-(methanesulfonyl)phenyl][1,2,4]triazolo[1,5-c]quinazolin-5-yl}amino)butanamide CS(=O)(=O)C1=C(C=CC=C1)C1=NN2C(=NC=3C=CC=CC3C2=N1)N[C@H](C(=O)N)CC